CC1CCC(CC1)CC(=O)N 2-((1r,4S)-4-methylcyclohexyl)Acetamide